C(C1=CC=CC=C1)OCC1C(C1)(C(=O)OCC)C(=O)OCC diethyl 2-((benzyloxy)methyl)cyclopropane-1,1-dicarboxylate